NC=1C=C(C=CC1C#N)C1=CC=C(C=C1)F 3-amino-4'-fluoro-[1,1'-biphenyl]-4-carbonitrile